(Z)-2,6-nonadienal C(\C=C/CCC=CCC)=O